COC(=O)C1=CC=C(C=C1)[C@@H]1CN(CC(C1)=O)C(=O)OC(C)(C)C |r| rac-tert-Butyl 3-(4-(methoxycarbonyl)phenyl)-5-oxopiperidine-1-carboxylate